(2,6-dichlorophenyl)-4-methoxy-2-((3-methyl-4-(2-morpholinoethoxy)phenyl)amino)pyrimidine-5-carboxamide ClC1=C(C(=CC=C1)Cl)C1=C(C(=NC(=N1)NC1=CC(=C(C=C1)OCCN1CCOCC1)C)OC)C(=O)N